ethyl 3-[2-methoxy-5-nitro-3-(trifluoromethyl)-4-pyridyl]-2-oxo-propanoate COC1=NC=C(C(=C1C(F)(F)F)CC(C(=O)OCC)=O)[N+](=O)[O-]